4,4-bis(4-hydroxyphenylsulfonyl)benzene OC1=CC=C(C=C1)S(=O)(=O)C1(CC=CC=C1)S(=O)(=O)C1=CC=C(C=C1)O